1-lauryl-4-methoxycarbonyl-2-pyrrolidone C(CCCCCCCCCCC)N1C(CC(C1)C(=O)OC)=O